COCC1(OC(C=2C(=C3C4C(C(OC3=CC2CCCCC)(C)C)CCC(=C4)C)O1)=O)C 2-(Methoxymethyl)-2,8,8,11-tetramethyl-5-pentyl-8a,9,10,12a-tetrahydro-4H,8H-benzo[c][1,3]dioxino[4,5-f]chromen-4-on